N-[1-(6-methylpyridin-3-yl)-1H-indazol-4-yl]benzamide CC1=CC=C(C=N1)N1N=CC2=C(C=CC=C12)NC(C1=CC=CC=C1)=O